N[C@](C(=O)OCC(C)C)(CC1=CC(=C(C=C1)O)O)C isobutyl (S)-2-amino-3-(3,4-dihydroxyphenyl)-2-methylpropanoate